BrC1=CC(=C(C=C1)N1C(OCC1=O)=O)C 3-(4-bromo-2-methylphenyl)oxazolidine-2,4-dione